(S)-[4-(4-fluorobenzyloxy)benzylamino]propanamide FC1=CC=C(COC2=CC=C(CN[C@H](C(=O)N)C)C=C2)C=C1